3-chloro-4-(2-((2-(2-methyl-1H-imidazol-1-yl)pyridin-4-yl)oxy)ethoxy)benzonitrile ClC=1C=C(C#N)C=CC1OCCOC1=CC(=NC=C1)N1C(=NC=C1)C